2-((2-hydroxy-2-(4-nitrophenyl)ethyl)amino)-2-methylpropan-1-ol OC(CNC(CO)(C)C)C1=CC=C(C=C1)[N+](=O)[O-]